N-nonylcarbamate C(CCCCCCCC)NC([O-])=O